O1COC2=C1C=CC(=C2)C2OC(=C1N2C(CN(C1=O)[C@@H](CO)C)=O)C1=CNC2=CC=CC=C12 3-(benzo[d][1,3]dioxol-5-yl)-7-((R)-1-hydroxypropan-2-yl)-1-(1H-indol-3-yl)-6,7-dihydro-3H-oxazolo[3,4-a]pyrazine-5,8-dione